BrC1=CC=C(C=C1)C1=CC=C(C=C1)C1OCCO1 2-[4-(4-bromophenyl)phenyl]-1,3-dioxolane